C(N)(=O)C=1C=C(C=CC1)[C@H](COC)N(CC1=CC(=CC=C1)C(N)=O)CC=1C=C(C(=O)N)C=CC1 3-[[[(1R)-1-(3-carbamoylphenyl)-2-methoxy-ethyl]-[(3-carbamoylphenyl)methyl]amino]methyl]benzamide